5-bromo-7-azaindole-2-sulfonic acid sodium salt [Na+].BrC=1C=C2C=C(NC2=NC1)S(=O)(=O)[O-]